{2-[3-(trifluoromethoxy)phenyl][1,2,4]triazolo[1,5-c]quinazolin-5-yl}-L-norleucinamide FC(OC=1C=C(C=CC1)C1=NN2C(=NC=3C=CC=CC3C2=N1)N[C@@H](CCCC)C(=O)N)(F)F